FC(OC1=CC=C(C=C1)[S@@](=O)(N)=NC(NC1=C2CCCC2=CC=2CCCC12)=O)F |o1:9| (R) or (S)-4-(difluoromethoxy)-N'-((1,2,3,5,6,7-hexahydro-s-indacen-4-yl)carbamoyl)benzenesulfonimidamide